C(CCCCCCC\C=C/CCCCCC)(=O)OCCCCCCCCCCCCCCCCCCCCCCCCCCCCC nonacosyl palmitoleate